5-Bromo-N-(4-((6,7-dimethoxy-1,5-naphthyridin-4-yl)oxy)-3-fluorophenyl)-1,2,6-trimethyl-4-oxo-1,4-dihydropyridine-3-carboxamide BrC=1C(C(=C(N(C1C)C)C)C(=O)NC1=CC(=C(C=C1)OC1=CC=NC2=CC(=C(N=C12)OC)OC)F)=O